IC=1C=NC(=NC1)NC=1C=NN(C1)CCC#N 3-(4-((5-iodopyrimidin-2-yl)amino)-1H-pyrazol-1-yl)propionitrile